N-tertiary butyl-fumaric acid amide C(C)(C)(C)NC(\C=C\C(=O)O)=O